C(CN)N.[B].[B] diboron ethylenediamine